3-Methylene-bicyclo[3.2.1]oct-6-en-8-ol C=C1CC2C=CC(C1)C2O